COC1=CC=C(CN2N=CC(=C2N)N)C=C1 1-(4-methoxybenzyl)-1H-pyrazole-4,5-diamine